(3-(3-bromophenyl)oxetan-3-yl)methanol tert-butyl-2-((3-(4-(2-(trifluoromethyl)pyridin-4-yloxy)phenyl)-1,2,4-oxadiazol-5-yl)methyl)acrylate C(C)(C)(C)C=C(C(=O)OCC1(COC1)C1=CC(=CC=C1)Br)CC1=NC(=NO1)C1=CC=C(C=C1)OC1=CC(=NC=C1)C(F)(F)F